1-Butyl-1H-imidazol C(CCC)N1C=NC=C1